C(C1=CC=CC=C1)OC(=O)NCC(C(=O)O)O 3-{[(benzyloxy)carbonyl]amino}-2-hydroxypropionic acid